FC(C1=NN(C=C1S(=O)(=O)C(C1CCN(CC1)C(=O)NC1=CN=NC=C1)(F)F)C)F 4-(((3-(difluoro-methyl)-1-methyl-1H-pyrazol-4-yl)sulfonyl)difluoro-methyl)-N-(pyridazin-4-yl)piperidine-1-carboxamide